di(n-octadecyl)methyl-ammonium C(CCCCCCCCCCCCCCCCC)[NH+](C)CCCCCCCCCCCCCCCCCC